hydroxyl-ammonium acrylate C(C=C)(=O)[O-].O[NH3+]